5-Amino-1-((3,5-dimethylisoxazol-4-yl)methyl)-1H-pyrazole-4-carboxylic acid NC1=C(C=NN1CC=1C(=NOC1C)C)C(=O)O